C(C)(C)(C)P(C1=C(C=CC=C1)C1=C(C=C(C=C1C(C)C)C(C)C)C(C)C)C(C)(C)C di-tert-butyl-(2',4',6'-triisopropyl-2-biphenylyl)phosphine